(2,8-dimethylimidazo[1,2-b]pyridazin-6-yl)-2-[rac-(1r,5s)-9-oxa-3-azabicyclo[3.3.1]nonan-7-yl]thiazolo[3,2-a]pyrimidin-5-one CC=1N=C2N(N=C(C=C2C)C2=C(SC=3N2C(C=CN3)=O)C3C[C@H]2CNC[C@@H](C3)O2)C1 |r|